5-(((2S,3S)-3-((3,5-bis(trifluoromethyl)benzyl)oxy)-2-(4-hydroxy-3-iodophenyl)piperidin-1-yl)methyl)-2,4-dihydro-3H-1,2,4-triazol-3-one FC(C=1C=C(CO[C@@H]2[C@@H](N(CCC2)CC=2NC(NN2)=O)C2=CC(=C(C=C2)O)I)C=C(C1)C(F)(F)F)(F)F